FC(C(COC(C(=C)C)=O)(F)F)(C(F)(F)F)F heptafluorobutyl-2-methylpropan-2-enoate